methyl 2-(benzyloxycarbonylamino)-2-(4,4-difluorocyclohexylidene)acetate C(C1=CC=CC=C1)OC(=O)NC(C(=O)OC)=C1CCC(CC1)(F)F